diglycidyl-anilin C(C1CO1)N(C1=CC=CC=C1)CC1CO1